BrCC1CCC1 (Bromomethyl)cyclobutane